ClC=1C=C2C(=CC(=NC2=CC1)C(F)(F)F)NC1CCC(CC1)NC(CCC(=O)N1CCOCC1)=O N-(4-{[6-chloro-2-(trifluoromethyl)quinolin-4-yl]amino}cyclohexyl)-4-(morpholin-4-yl)-4-oxobutanamide